5-bromo-2,4-dimethyl-3-nitro-pyridine BrC=1C(=C(C(=NC1)C)[N+](=O)[O-])C